C1(CC1)[C@H]1CN(C[C@H](N1)C)C1=CC=C(C=2N=CC=NC12)C(=O)NC=1C=C(C=2N(C1)C=C(N2)C)F 8-((3s,5r)-3-cyclopropyl-5-methylpiperazin-1-yl)-N-(8-fluoro-2-methylimidazo[1,2-a]pyridin-6-yl)quinoxaline-5-carboxamide